5-(3,3-dimethylpyrrolidin-1-yl)-2-[[3-methyl-5-(6-methyl-3-pyridyl)triazol-4-yl]methyl]pyridazin-3-one CC1(CN(CC1)C1=CC(N(N=C1)CC=1N(N=NC1C=1C=NC(=CC1)C)C)=O)C